3,3,4,4,4-pentafluorobutan-2-yl (3R,4S)-3-{5-[4-amino-5-(trifluoromethyl)pyrrolo[2,1-f][1,2,4]triazin-7-yl]-2-methoxypyridine-3-amido}-4-fluoropyrrolidine-1-carboxylate NC1=NC=NN2C1=C(C=C2C=2C=C(C(=NC2)OC)C(=O)N[C@@H]2CN(C[C@@H]2F)C(=O)OC(C)C(C(F)(F)F)(F)F)C(F)(F)F